(4aR,8aS)-6-(6-((2-chloro-4-fluorophenyl)sulfonyl)-2-azaspiro[3.3]heptane-2-carbonyl)hexahydro-2H-pyrido[4,3-b][1,4]oxazin-3(4H)-one ClC1=C(C=CC(=C1)F)S(=O)(=O)C1CC2(CN(C2)C(=O)N2C[C@@H]3[C@@H](OCC(N3)=O)CC2)C1